C(#N)C=1N(C2=C(C=C(C=C2C1)C)S(=O)(=O)N(C)CC(=O)NC=1C=NC(=CC1)OC)S(=O)(=O)C1=CC=C(C)C=C1 2-(2-cyano-N,5-dimethyl-1-tosyl-1H-indole-7-sulfonamido)-N-(6-methoxypyridin-3-yl)acetamide